3-(5-(1-(2-hydroxyethyl)-7-(pyrrolidin-1-ylmethyl)-1H-pyrrolo[3,2-b]pyridin-5-yl)-1-oxoisoindolin-2-yl)piperidine-2,6-dione OCCN1C=CC2=NC(=CC(=C21)CN2CCCC2)C=2C=C1CN(C(C1=CC2)=O)C2C(NC(CC2)=O)=O